4-(2-Amino-2-methylpropanoyl)-N-(1-(2-((trans)-4-aminocyclohexyl)isoindolin-5-yl)-2-oxo-1,2-dihydropyrimidin-4-yl)piperazine-1-carboxamide hydrochloride salt Cl.NC(C(=O)N1CCN(CC1)C(=O)NC1=NC(N(C=C1)C=1C=C2CN(CC2=CC1)[C@@H]1CC[C@H](CC1)N)=O)(C)C